bis-(3-methoxy-4-hydroxyphenyl) sulfone COC=1C=C(C=CC1O)S(=O)(=O)C1=CC(=C(C=C1)O)OC